[C@@H]12[C@]3([C@@H]4CC[C@@H](C[C@@H]41)C2)CNC(C3)=O (1'S,2'S,3'R,6'S,8'S)-spiro[pyrrolidine-3,2'-tricyclo[4.2.1.03,8]nonan]-5-one